C(C1=CC=CC=C1)NS(=O)(=O)C1=CC=C(C=C1)NC(=O)NCC=1C=NNC1 N-Benzyl-4-[3-(1H-pyrazol-4-ylmethyl)-ureido]-benzenesulfonamide